1-(2-((1r,3s,4s)-4-methyl-3-(prop-1-en-2-yl)-4-vinylcyclohexyl) allyl) 7-(4-(3-thioxo-3H-1,2-dithiol-5-yl) phenyl) pimelate C(CCCCCC(=O)OC1=CC=C(C=C1)C1=CC(SS1)=S)(=O)OCC(=C)[C@H]1C[C@H]([C@@](CC1)(C=C)C)C(=C)C